2-cyclohexyl-2-(3-bromo-3-isopentyl-6-methylheptyl)-1,3-dimethoxypropane C1(CCCCC1)C(COC)(COC)CCC(CCC(C)C)(CCC(C)C)Br